bis(2-(1-hexyl-1H-1,2,3-triazol-4-yl)ethyl) 4,22-bis(3-(2-(1-hexyl-1H-1,2,3-triazol-4-yl)ethoxy)-3-oxopropyl)-13-methyl-8,18-dioxo-4,9,13,17,22-pentaazapentacosanedioate C(CCCCC)N1N=NC(=C1)CCOC(CCN(CCC(=O)OCCC=1N=NN(C1)CCCCCC)CCCC(NCCCN(CCCNC(CCCN(CCC(=O)OCCC=1N=NN(C1)CCCCCC)CCC(OCCC=1N=NN(C1)CCCCCC)=O)=O)C)=O)=O